C1(=CC=CC2=CC=CC=C12)NC1=CC=C2C(=N1)NN=C2N N6-(naphthalen-1-yl)-1H-pyrazolo[3,4-b]pyridine-3,6-diamine